(R)-4-((1-(3-(Difluoromethyl)-2-fluorophenyl)ethyl)amino)-2-methoxy-8-methyl-6-(1-methyl-1H-pyrazol-4-yl)pyrido[4,3-d]pyrimidin-7(6H)-one FC(C=1C(=C(C=CC1)[C@@H](C)NC=1C=2C(N=C(N1)OC)=C(C(N(C2)C=2C=NN(C2)C)=O)C)F)F